trans-N-(4-(5-(4-chlorophenyl)-1,3,4-oxadiazol-2-yl)cyclohexyl)-5-(difluoromethyl)pyrazine-2-carboxamide ClC1=CC=C(C=C1)C1=NN=C(O1)[C@@H]1CC[C@H](CC1)NC(=O)C1=NC=C(N=C1)C(F)F